[6-(4-cyclopropylimidazol-1-yl)-2-azaspiro[3.3]heptan-2-yl]-[5-fluoro-6-[[1-(trifluoromethyl)cyclopropyl]methoxy]-3-pyridyl]methanone C1(CC1)C=1N=CN(C1)C1CC2(CN(C2)C(=O)C=2C=NC(=C(C2)F)OCC2(CC2)C(F)(F)F)C1